OC1=C(C(=CC(=C1)C(F)(F)F)C)C=1C=CC=2C(N1)=NN(C2C)C[C@@H]2CC(N(C2)C(C)C)=O |o1:23| (R or S)-4-((6-(2-hydroxy-6-methyl-4-(trifluoromethyl)phenyl)-3-methyl-2H-pyrazolo[3,4-b]pyridin-2-yl)methyl)-1-isopropylpyrrolidin-2-one